C(C)(C)OC(=O)C=1C=CN2C=C(C=C2C1)C=1C=NC=CC1 2-(pyridin-3-yl)indolizine-7-carboxylic acid isopropyl ester